C(C=C(C)C)C1(C2=NC=NC2=NC=N1)N 6-2-isopentenyl-adenine